methyl-trichlorocyclotriphosphazene CP1(=NP(=NP(=N1)Cl)Cl)Cl